C(C)OC(=C)C1=NC=C(C(=C1)N1C(C=C(C=C1C)OCC1=CC=C(C=C1)OC)=O)C 2'-(1-ethoxyethenyl)-4-[(4-methoxyphenyl)methoxy]-5',6-dimethyl-[1,4'-bipyridin]-2-one